3-(8-bromo-2,2-dimethyl-2H-chromen-6-yl)acrylic acid BrC=1C=C(C=C2C=CC(OC12)(C)C)C=CC(=O)O